C1CC1N=C(N)NO N-cyclopropyl-N'-hydroxyguanidine